(S)-methyl 4-((3-hydroxy-3-methylbutoxy) methyl)-5-oxooxazolidine-3-carboxylate OC(CCOC[C@@H]1N(COC1=O)C(=O)OC)(C)C